CC(C)(OC(NCCOCCOCCCC)=O)C 2,2-dimethyl-4-oxo-3,8,11-trioxa-5-azapentadecane